5-chloro-4-cyclopropyl-N-(4-methyl-3-((3-(9-(tetrahydro-2H-pyran-2-yl)-9H-purin-6-yl)pyridin-2-yl)amino)phenyl)picolinamide ClC=1C(=CC(=NC1)C(=O)NC1=CC(=C(C=C1)C)NC1=NC=CC=C1C1=C2N=CN(C2=NC=N1)C1OCCCC1)C1CC1